methyl 4-((2,5,8,11,14-pentaoxahexadecan-16-yl)oxy)-2-(chloromethyl)-1-(thiazol-5-ylmethyl)-1H-benzo[d]imidazole-6-carboxylate COCCOCCOCCOCCOCCOC1=CC(=CC=2N(C(=NC21)CCl)CC2=CN=CS2)C(=O)OC